hydroxyphenylazine C1=CC=NC(=C1)C2=CC=C(C=C2)O